1-(9-(4-Fluorobenzyl)-1-methyl-beta-carbolin-6-yl)-3-(4-fluorophenyl)urea FC1=CC=C(CN2C3=CC=C(C=C3C=3C=CN=C(C23)C)NC(=O)NC2=CC=C(C=C2)F)C=C1